S1C(=C(C=C1)OCCOCCO)C=1SC=CC1OCCOCCO ((([2,2'-Bithiophene]-3,3'-diylbis(oxy))bis(ethane-2,1-diyl))bis(oxy))bis(ethan-1-ol)